2-[3-(2,2-diethoxyethoxy)-1,2-oxazol-5-yl]-3-methylbutanoic acid methyl ester COC(C(C(C)C)C1=CC(=NO1)OCC(OCC)OCC)=O